1,1-Bis-(4-hydroxyphenyl)-1-(1-naphthyl)-ethan OC1=CC=C(C=C1)C(C)(C1=CC=CC2=CC=CC=C12)C1=CC=C(C=C1)O